SC=1N(CCN1)C 2-mercapto-1-methyl-4,5-dihydroimidazole